N,N-di(carboxymethyl)glycine C(=O)(O)CN(CC(=O)O)CC(=O)O